CC1(CCC(CC1)C1=CC=C(C=C1)NC(CCN1CCCC1)=O)C N-(4-(4,4-dimethylcyclohexyl)phenyl)-3-(pyrrolidin-1-yl)propanamide